2-(3'-t-butyl-2'-hydroxy-5'-(2-methoxycarbonylethyl)phenyl)-5-Chloro-benzotriazole C(C)(C)(C)C=1C(=C(C=C(C1)CCC(=O)OC)N1N=C2C(=N1)C=CC(=C2)Cl)O